ClC=1C(=NC(=NC1)N[C@H]1[C@@H](COCC1)O)C=1C=C2C(=C(C(=NC2=C(C1)F)C)[C@@H](C)O)C (3S,4R)-4-((5-chloro-4-(8-fluoro-3-((R)-1-hydroxyethyl)-2,4-dimethylquinolin-6-yl)pyrimidin-2-yl)amino)tetrahydro-2H-pyran-3-ol